N1=CC=C(C=C1)NC1=CC=C(C#N)C=C1 4-(pyridin-4-ylamino)benzonitrile